1-(1,3-dithian-2-yl)-3,3-bis(3-fluorophenyl)prop-2-en-1-one S1C(SCCC1)C(C=C(C1=CC(=CC=C1)F)C1=CC(=CC=C1)F)=O